CC=1C(NOC1C(=O)O)=O 2,3-DIHYDRO-4-METHYL-3-OXO-5-ISOXAZOLECARBOXYLIC ACID